3,4-dichloro-2-fluoro-phenol ClC=1C(=C(C=CC1Cl)O)F